2-((R)-2-(2-isopropylphenyl)-4-(4-methoxybenzyl)piperazin-1-yl-7-azaspiro[3.5]nonan-7-yl)benzamide C(C)(C)C1=C(C=CC=C1)C1N(CCN(C1)CC1=CC=C(C=C1)OC)[C@@H]1CCC12CCN(CC2)C2=C(C(=O)N)C=CC=C2